COCCNC=1C=C(C=NC1)C1=NC(=CC=C1)C(=O)NC=1C(=NN(C1)C)C1=NC=CC=C1 5'-((2-methoxyethyl)amino)-N-(1-methyl-3-(pyridin-2-yl)-1H-pyrazol-4-yl)-[2,3'-bipyridine]-6-carboxamide